CC1=CC=2N(C=C1C=1C=C(C(=O)N)C=C(N1)N1CCN(CC1)C1=CC=CC=C1)C=CN2 2-(7-METHYLIMIDAZO[1,2-A]PYRIDIN-6-YL)-6-(4-PHENYLPIPERAZIN-1-YL)ISONICOTINAMIDE